1-fluoro-2-nitro-4-propoxybenzene FC1=C(C=C(C=C1)OCCC)[N+](=O)[O-]